5-((2-aminophenyl)amino)-3-chloropicolinic acid methyl ester COC(C1=NC=C(C=C1Cl)NC1=C(C=CC=C1)N)=O